C(CCCCCCC(=O)OCCl)(=O)OCCl 1,8-Dichloromethyl octanedioate